3,5-difluoro-4-(2-isothiocyanoacetylethynyl)-4'-(4-pentylcyclohexyl)-1,1'-biphenyl FC=1C=C(C=C(C1C#CC(CN=C=S)=O)F)C1=CC=C(C=C1)C1CCC(CC1)CCCCC